[N+](=O)([O-])C=1C=C2C(=NC1C(=C)C)CCC2 3-nitro-2-(prop-1-en-2-yl)-6,7-dihydro-5H-cyclopenta[b]pyridine